FC1(CCN(CC1)C(CNC(=O)[C@]1(C=2C=CC=NC2[C@H](CC1)O)F)C1=C(N=CS1)C)F (5s,8s)-N-(2-(4,4-difluoropiperidin-1-yl)-2-(4-methylthiazol-5-yl)ethyl)-5-fluoro-8-hydroxy-5,6,7,8-tetrahydroquinoline-5-carboxamide